2-[5-[5-(Difluoromethyl)-1,3,4-oxadiazol-2-yl]thiophen-2-yl]ethynyl-trimethylsilane FC(C1=NN=C(O1)C1=CC=C(S1)C#C[Si](C)(C)C)F